NC1=NC(=C2N=CN(C2=N1)CC1=CC(=C(C=C1)N)C(F)(F)F)C=1C=C(C#N)C=CC1 3-[2-amino-9-[[4-amino-3-(trifluoromethyl)phenyl]methyl]purin-6-yl]benzonitrile